4-(2-(3-(benzyloxy)-5-methyl-4-nitrophenyl)-3-isopropyl-1H-indol-5-yl)piperidine-1-carboxylic acid tert-butyl ester C(C)(C)(C)OC(=O)N1CCC(CC1)C=1C=C2C(=C(NC2=CC1)C1=CC(=C(C(=C1)C)[N+](=O)[O-])OCC1=CC=CC=C1)C(C)C